(1R,2S,5S)-N-[cyano-(5-ethynyl-4-isoquinolyl)methyl]-3-[(2S,3R)-3-methoxy-2-[(2,2,2-trifluoroacetyl)amino]butanoyl]-6,6-dimethyl-3-azabicyclo[3.1.0]hexane-2-carboxamide C(#N)C(NC(=O)[C@@H]1[C@H]2C([C@H]2CN1C([C@H]([C@@H](C)OC)NC(C(F)(F)F)=O)=O)(C)C)C1=CN=CC2=CC=CC(=C12)C#C